1-((3s,5r)-1-propenoyl-5-(methoxymethyl)pyrrolidin-3-yl)-3-((1-ethyl-1H-indazol-5-yl)ethynyl)-5-(methylamino)-1H-pyrazole-4-carboxamide C(C=C)(=O)N1C[C@H](C[C@@H]1COC)N1N=C(C(=C1NC)C(=O)N)C#CC=1C=C2C=NN(C2=CC1)CC